BrCC1=C([C@H](N=C(N1)C1=NC=C(C=C1F)F)C1=C(C=C(C=C1)F)Cl)C(=O)OC |o1:4| (S*)-methyl 6-(bromomethyl)-4-(2-chloro-4-fluorophenyl)-2-(3,5-difluoropyridin-2-yl)-1,4-dihydropyrimidine-5-carboxylate